C(C)(C)(C)C1N(CCCC1)C1C(CC(C1)C1=CC(=CC=C1)F)O tert-butyl-(3R)-1-(4-(3-fluorophenyl)-2-hydroxycyclopentyl)piperidin